Cl.Cl.N[C@H](C(=O)OCC1=CC(=NC(=C1)Cl)Cl)CC=1C=NC=CC1 (2,6-Dichloropyridin-4-yl)methyl (S)-2-amino-3-(pyridin-3-yl)propanoate dihydrochloride